behenylamine oxide C(CCCCCCCCCCCCCCCCCCCCC)[NH2]=O